Bis[3-(3,4-dicarboxyphenoxy)phenyl]methane Hydrid [H-].C(=O)(O)C=1C=C(OC=2C=C(C=CC2)CC2=CC(=CC=C2)OC2=CC(=C(C=C2)C(=O)O)C(=O)O)C=CC1C(=O)O